C(C(C)C)(=O)OC1=C(C=C(C=C1)Br)/C=N/C(C(C)C)O (E)-4-bromo-2-((1-hydroxy-2-methyl-propylimino)methyl)-phenyl isobutyrate